p-chlorobenzenesulfinic acid tetrabutylammonium salt C(CCC)[N+](CCCC)(CCCC)CCCC.ClC1=CC=C(C=C1)S(=O)[O-]